1-(6-(tert-butoxy)hexyl)-N-(tert-butyl)-1-(2-isopropyl-4-phenyl-1H-inden-1-yl)-1-methylsilanylamine C(C)(C)(C)OCCCCCC[Si](C)(C1C(=CC2=C(C=CC=C12)C1=CC=CC=C1)C(C)C)NC(C)(C)C